ClC1=C(C(=NC(=C1)Cl)C)C=1OC=NN1 2-(4,6-dichloro-2-methylpyridin-3-yl)-1,3,4-oxadiazole